methyl 1-[5-chloro-3-cyano-6-[[1-methyl-3-[2-(methylamino)-2-oxo-ethoxy]-2-oxo-6-quinolyl]amino]-2-pyridyl]-5-methyl-piperidine-3-carboxylate ClC=1C=C(C(=NC1NC=1C=C2C=C(C(N(C2=CC1)C)=O)OCC(=O)NC)N1CC(CC(C1)C)C(=O)OC)C#N